4-(2-(3,7-bis-(1H-pyrazolo[3,4-b]pyridin-4-yl)-10H-phenothiazin-10-yl)ethyl)morpholine N1N=CC=2C1=NC=CC2C=2C=CC=1N(C3=CC=C(C=C3SC1C2)C2=C1C(=NC=C2)NN=C1)CCN1CCOCC1